4-Methoxy-5-[2-(5-methoxy-quinoline-8-sulfonylamino)-phenylethynyl]-3-methyl-pyridine-2-carboxylic acid COC1=C(C(=NC=C1C#CC1=C(C=CC=C1)NS(=O)(=O)C=1C=CC(=C2C=CC=NC12)OC)C(=O)O)C